1-cyano-N-(4,6-diamino-2-(1-(2,6-difluorobenzyl)-5-fluoro-1H-pyrazolo[3,4-b]pyridin-3-yl)pyrimidin-5-yl)cyclopropane-1-carboxamide C(#N)C1(CC1)C(=O)NC=1C(=NC(=NC1N)C1=NN(C2=NC=C(C=C21)F)CC2=C(C=CC=C2F)F)N